C(C)N(C(C1=CC=C(C=C1)C=1C=NC=C(C1)C1=CC=NC2=C1C=C1N2CCN(C1=O)C)=O)C N-ethyl-N-methyl-4-(5-(7-methyl-6-oxo-6,7,8,9-tetrahydropyrido[3',2':4,5]pyrrolo[1,2-a]pyrazin-4-yl)pyridin-3-yl)benzamide